bis(4-amino-5-oxopentanoic acid) dihydrochloride Cl.Cl.NC(CCC(=O)O)C=O.NC(CCC(=O)O)C=O